(S)-7-fluoro-N-(7-(1-methyl-1H-pyrazol-4-yl)-5-(1-(oxetan-3-yl)ethoxy)quinazolin-4-yl)benzo[d]thiazol-6-amine FC1=C(C=CC=2N=CSC21)NC2=NC=NC1=CC(=CC(=C21)O[C@@H](C)C2COC2)C=2C=NN(C2)C